6-[(7S)-4-azaspiro[2.5]octan-7-yl]-2-(6-hydroxy-2,7-dimethyl-indazol-5-yl)-1,6-naphthyridin-5-one C1CC12NCC[C@@H](C2)N2C(C=1C=CC(=NC1C=C2)C2=CC1=CN(N=C1C(=C2O)C)C)=O